O=C1N(CCC(N1)=O)C1=NN(C2=CC(=C(C=C12)F)C=1CCN(CC1)C(=O)OC(C)(C)C)C tert-butyl 4-[3-(2,4-dioxohexahydropyrimidin-1-yl)-5-fluoro-1-methyl-indazol-6-yl]-3,6-dihydro-2H-pyridine-1-carboxylate